C12(C=CC(CC1)C2)/C/2=C/C(=O)OC2=O norcamphene-maleic anhydride